ClC1=NC=CC(=C1)B(O)O 2-chloro-4-pyridinyl-boronic acid